2-chloroacetic acid anhydride ClCC(=O)OC(CCl)=O